FC(C)(F)C=1N=CC=2N(C1)C(=CN2)C2=NC=CC(=N2)SC 6-(1,1-difluoroethyl)-3-(4-(methylthio)pyrimidin-2-yl)imidazo[1,2-a]Pyrazine